(S)-1-(3-chloro-4-methoxyphenyl)-5-(3-(4,4-difluorocyclohexyl)-6-(3,5-dimethylisoxazol-4-yl)-3H-imidazo[4,5-b]pyridin-2-yl)pyrrolidin-2-one ClC=1C=C(C=CC1OC)N1C(CC[C@H]1C1=NC=2C(=NC=C(C2)C=2C(=NOC2C)C)N1C1CCC(CC1)(F)F)=O